C(CC(=O)N[C@@H](CCC(=O)N)C(=O)[O-])[C@@H](C(=O)[O-])[NH3+] The molecule is a peptide anion that is the conjugate base of gamma-Glu-Gln, obtained by removal of protons from the two carboxy groups as well as protonation of the amino group; major species at pH 7.3. It has a role as a human metabolite. It is a conjugate base of a gamma-Glu-Gln.